COC(=O)[C@@H]1CN(CC[C@H]1NC(=O)OC(C)(C)C)C1CCCCC1 |r| racemic-(3R,4R)-4-tert-butoxycarbonylamino-1-cyclohexyl-piperidine-3-carboxylic acid methyl ester